C(C1=CC=CC=C1)OC1=CC(=C(NC2=CC(=CC=C2)S(=O)(=O)CCCC2CCCCC2)C=C1)C1CC1 4-(Benzyloxy)-N-[3-(3-cyclohexylpropanesulfonyl)phenyl]-2-cyclopropylaniline